5-benzoylsalicylic acid C(C1=CC=CC=C1)(=O)C1=CC=C(C(C(=O)O)=C1)O